2,2'-(1,4-phenylene)bis(3-(p-tolyl)acrylonitrile) C1(=CC=C(C=C1)C(C#N)=CC1=CC=C(C=C1)C)C(C#N)=CC1=CC=C(C=C1)C